CC1=C(N=C(S1)C(C(=O)N)C1=CC(=CC=C1)OCCN1CCNCC1)C=1C=C2CCN(C2=CC1)C(C1=C(C=CC=C1)C)=O (5-methyl-4-(1-(2-methylbenzoyl)indolin-5-yl)thiazol-2-yl)-2-(3-(2-(piperazin-1-yl)ethoxy)phenyl)acetamide